FC(C=1C=C(C=C(C1)C(F)F)C(C)=O)F 1-[3,5-bis(difluoromethyl)phenyl]ethanone